C(CN=C=O)N=C=O Dimethylendiisocyanat